NC=1SC[C@@]2(N1)CCOC1=CC=C(C=C12)NC(=O)C1=NC=C(C=C1)CF (R)-N-(2'-amino-5'h-spiro[chromane-4,4'-thiazol]-6-yl)-5-fluoromethylpyridinamide